C(#N)C1(CNC1)C 3-cyano-3-methylazetidine